(R)-6-bromo-2-methyl-4-((1-(3-nitro-5-(trifluoromethyl)phenyl)ethyl)amino)phthalazine BrC=1C=C2C(=NN(CC2=CC1)C)N[C@H](C)C1=CC(=CC(=C1)C(F)(F)F)[N+](=O)[O-]